3-Mercaptopropyldimethoxymethylsilan SCCC[SiH2]C(OC)OC